N-(4-chlorophenyl)-2-(4-(1-(2-(4-methylphenyl)hydrazino)ethylidene)-3,5-dioxopyrrolidin-2-yl)acetamide ClC1=CC=C(C=C1)NC(CC1NC(C(C1=O)=C(C)NNC1=CC=C(C=C1)C)=O)=O